3-(3-phenylpropyl)-5-[(2S,4R)-1-benzylsulfonyl-4-hydroxypyrrolidin-2-yl]-1,2,4-oxadiazole choline OCC[N+](C)(C)C.C1(=CC=CC=C1)CCCC1=NOC(=N1)[C@H]1N(C[C@@H](C1)O)S(=O)(=O)CC1=CC=CC=C1